FC1=C(CN2CCC(CC2)N2CC(C2)(N2N=CC(=C2)C=2C3=C(N=CN2)NC=C3)CC#N)C=CC=C1C(F)(F)F {1-{1-[2-fluoro-3-(trifluoromethyl)benzyl]piperidin-4-yl}-3-[4-(7H-pyrrolo[2,3-d]pyrimidin-4-yl)-1H-pyrazol-1-yl]azetidin-3-yl}acetonitrile